FC1=C(C=CC(=C1)F)C=1N2C(SC1F)=NC(=C2)C(=O)N[C@@H]2C(N(C1=C(OC2)C=CC=C1)C)=O (S)-3-(2,4-difluorophenyl)-2-fluoro-N-(5-methyl-4-oxo-2,3,4,5-tetrahydrobenzo[b][1,4]Oxazepine-3-yl)imidazo[2,1-b]thiazole-6-carboxamide